C(C)(=O)N[C@@H]1[C@@H](CCC1)NC(=O)C=1SC=2N=CC=C3N(C(NC1C23)=O)C2=C(C=C(C=C2)OC2=CC=CC=C2)C N-((1R,2S)-2-Acetamidocyclopentyl)-5-(2-methyl-4-phenoxyphenyl)-4-oxo-4,5-dihydro-3H-1-thia-3,5,8-triazaacenaphthylene-2-carboxamide